CC(C)(C)N1C(=NN(C1=O)CCNC(C1=C(C=CC=C1)C(F)(F)F)=O)C(F)(F)F N-[2-[4-(1,1-Dimethylethyl)-4,5-dihydro-5-oxo-3-(trifluoromethyl)-1H-1,2,4-triazol-1-yl]ethyl]-2-(trifluoromethyl)benzamide